decene-4-carboxylic acid C=CCC(CCCCCC)C(=O)O